FC=1C=CC=2N(C1)C=C(N2)CC(=O)NC2=NNC(=C2)C(F)(F)F 2-(6-fluoroimidazo[1,2-a]pyridin-2-yl)-N-(5-(trifluoromethyl)-1H-pyrazol-3-yl)acetamide